C(C)(C)(C)OC(=O)N(C)CC=1C=CC(=NC1OC)C=1C(=C(C=CC1)C1=C(C(=NC=C1)C1=CC(=C(C=C1)CNCCC(=O)O)OC)Cl)Cl 3-[[4-[4-[3-[5-[[tert-butoxycarbonyl(methyl)amino]methyl]-6-methoxy-2-pyridyl]-2-chloro-phenyl]-3-chloro-2-pyridyl]-2-methoxy-phenyl]methylamino]propanoic acid